COC1=C(C=CC(=C1)C1=NN=CN1C)NC=1N=CC2=C(N1)C(=NC=C2)NCC(C)(C)C N2-(2-methoxy-4-(4-methyl-4H-1,2,4-triazol-3-yl)phenyl)-N8-neopentylpyrido[3,4-d]pyrimidine-2,8-diamine